2-pentyl-1,3-propanediol C(CCCC)C(CO)CO